5,8-Decadien-2-one CC(CCC=CCC=CC)=O